FC1=C(C=CC=C1F)C1=CC(=CC=C1)C[C@@H]1N(CC([C@@H]1NS(=O)(=O)C)(F)F)C(=O)[C@@H]1OCCC1 N-{(2S,3R)-2-[(2',3'-difluoro[1,1'-biphenyl]-3-yl)methyl]-4,4-difluoro-1-[(2R)-oxolane-2-carbonyl]pyrrolidin-3-yl}methanesulfonamide